FC1(C(C1)NC(=O)NCC1=CC(=NC=C1)OC(F)F)F 1-(2,2-difluorocyclopropyl)-3-[[2-(difluoro-methoxy)pyridin-4-yl]methyl]urea